ClC1=C(C=C2C[C@H]([C@@H](N3C2=C1C=C3)C)N(C)C)F (4S,5R)-9-chloro-8-fluoro-N,N,4-trimethyl-5,6-dihydro-4H-pyrrolo[3,2,1-ij]quinolin-5-amine